Methoxyethoxy-1-methylethylacetat COCCOC(C(=O)[O-])C(C)C